tert-butyl 4-(5-(2-((2-chloro-4-(trifluoromethyl)phenyl)amino)-2-oxoethyl)-6-ethyl-2-formyl-8-oxo-5,8-dihydropyrido[2,3-b]pyrazin-7-yl)piperazine-1-carboxylate ClC1=C(C=CC(=C1)C(F)(F)F)NC(CN1C(=C(C(C=2C1=NC=C(N2)C=O)=O)N2CCN(CC2)C(=O)OC(C)(C)C)CC)=O